C1(CC1)C1=NN(C=C1C1CC1)[C@@H]1C[C@H](C1)CNC=1C=C2C(N(C(C2=CC1)=O)C1C(NC(CC1)=O)=O)=O 5-(((trans-3-(3,4-dicyclopropyl-1H-pyrazol-1-yl)cyclobutyl)methyl)amino)-2-(2,6-dioxopiperidin-3-yl)isoindoline-1,3-dione